SAPPHYRIN CCC1C(CC)=C2C=C3N=C(C=C4NC(C(C)=C4CC)=C4NC(=CC5=NC(=CC=1N2)C(CCC(=O)N(CCO)CCO)=C5C)C(CC)=C4C)C(C)=C3CCC(=O)N(CCO)CCO